ClC=1C(=C2C=NNC2=C(C1F)C(C)NC(CC)=O)C1=CC=2N(C=C1)N=C(C2)NC(=O)[C@H]2[C@H](C2)F (1S,2S)-N-(5-(5-chloro-6-fluoro-7-(1-propionamidoethyl)-1H-indazol-4-yl)pyrazolo[1,5-a]pyridin-2-yl)-2-fluorocyclopropane-1-carboxamide